magnesium-antimony-silicon [Si].[Sb].[Mg]